N1=CN=C(C2=C1NC=C2)N2CCSC(=C2)C=2C=NN(C2)CCN 2-(4-(4-(7H-pyrrolo[2,3-d]pyrimidin-4-yl)-3,4-dihydro-2H-1,4-thiazin-6-yl)-1H-pyrazol-1-yl)ethan-1-amine